1,1-dichloropropylene ClC(=CC)Cl